The molecule is a homodetic cyclic peptide which is a heptapeptide isolated from a marine fungus Scytalidium sp. It exhibits significant cytotoxicity against human colon carcinoma tumour cell line HCT-116. It has a role as a metabolite and an antineoplastic agent. It is a homodetic cyclic peptide and a macrocycle. C[C@H]1CCN2[C@@H]1C(=O)N([C@H](C(=O)NC(C(=O)N[C@H](C(=O)N([C@H](C(=O)N[C@H](C(=O)N[C@H](C2=O)CC(C)C)CC3=CC=CC=C3)CC4=CC=CC=C4)C)CC5=CC=CC=C5)(C)C)CC(C)C)C